NC1=CC=C(OC2=CC=C(C=C2)OC2=CC=C(C=C2)N)C=C1 1,4-bis-(p-aminophenoxy)-benzene